2-Dehydro-3-deoxy-D-gluconat O=C(C(=O)C[C@H](O)[C@H](O)CO)[O-]